(2,2,6,6-tetramethyl-4-piperidinyl)-1,2,3,4-butanetetracarboxylate CC1(NC(CC(C1)OC(=O)CC(C(CC(=O)[O-])C(=O)[O-])C(=O)[O-])(C)C)C